(S)-4-((1-methyl-1H-pyrazol-4-yl)oxy)-N-(5-methyl-4-oxo-7-((tetrahydro-2H-pyran-4-yl)ethynyl)-2,3,4,5-tetrahydrobenzo[b][1,4]oxazepin-3-yl)picolinamide CN1N=CC(=C1)OC1=CC(=NC=C1)C(=O)N[C@@H]1C(N(C2=C(OC1)C=CC(=C2)C#CC2CCOCC2)C)=O